2-([1,1':3',1''-terphenyl]-5'-yl)-4,6-dichloro-5-phenylpyrimidine C1(=CC=CC=C1)C1=CC(=CC(=C1)C1=NC(=C(C(=N1)Cl)C1=CC=CC=C1)Cl)C1=CC=CC=C1